C1NCCC=2NC=3C=CC=CC3C21 1,3,4,5-tetrahydropyrido[4,3-b]indole